3-(2-ethoxypyridin-3-yl)-6-[(2R)-2-ethyl-4-[6-methoxy-2-(trifluoromethyl)pyridine-3-carbonyl]piperazin-1-yl]-2-fluoro-N-[2-(methylamino)ethyl]benzamide C(C)OC1=NC=CC=C1C=1C(=C(C(=O)NCCNC)C(=CC1)N1[C@@H](CN(CC1)C(=O)C=1C(=NC(=CC1)OC)C(F)(F)F)CC)F